C(C1=CC=CC=C1)NCCCCCCN N-benzylhexane-1,6-diamine